(R)-bis(4-nitrophenyl) (1-(octadecyloxy)-3-phenoxypropan-2-yl) phosphate P(=O)(OC1=CC=C(C=C1)[N+](=O)[O-])(OC1=CC=C(C=C1)[N+](=O)[O-])O[C@H](COCCCCCCCCCCCCCCCCCC)COC1=CC=CC=C1